C(C)OC(=O)NC(OC(C)C)=S O-isopropyl N-ethoxycarbonylthiocarbamate